4-methoxy-2-methyl-5-((phenylmethyl)sulfonamido)benzoic acid COC1=CC(=C(C(=O)O)C=C1NS(=O)(=O)CC1=CC=CC=C1)C